N-((R)-1-cyclopropylethyl)-8-((1-fluoropropan-2-yl)oxy)-7-(1H-pyrazol-4-yl)-[1,2,4]triazolo[1,5-c]pyrimidin-2-amine C1(CC1)[C@@H](C)NC1=NN2C=NC(=C(C2=N1)OC(CF)C)C=1C=NNC1